COC1=CC(=CC(=C1O)OC)/C=C/C(=O)OC2C(C(C(C(O2)CO)O)O)O 1-O-sinapoylglucose